2-[(2-[(4-nitrophenoxy)carbonyl]oxyethyl)disulfanyl]ethyl 4-nitrophenyl carbonate C(OCCSSCCOC(=O)OC1=CC=C(C=C1)[N+](=O)[O-])(OC1=CC=C(C=C1)[N+](=O)[O-])=O